6-Aminoimidazo[1,2-a]pyridine-3-carbonitrile NC=1C=CC=2N(C1)C(=CN2)C#N